C(CC1=CC=CC=C1)N1C(=NC2=C1C=CC=C2)C2=CC(=CC=C2)Cl 1-Phenethyl-2-(3-chlorophenyl)-benzo[d]imidazole